CNC1=NC=CC(=N1)CNCC1CCN(CC1)C(=O)OC(C)(C)C tert-butyl 4-((((2-(methylamino)pyrimidin-4-yl)methyl)amino)methyl)piperidine-1-carboxylate